1-((5-((4-(3-((2-((1S)-1-((tetrahydro-2H-pyran-2-yl)oxy)ethyl)-1H-imidazole-1-yl)methyl)isoxazol-5-yl)phenyl)ethynyl)pyridin-2-yl)methyl)piperidin-4-ol O1C(CCCC1)O[C@@H](C)C=1N(C=CN1)CC1=NOC(=C1)C1=CC=C(C=C1)C#CC=1C=CC(=NC1)CN1CCC(CC1)O